Cl[Si](C[SiH](Cl)Cl)(Cl)Cl trichloro[(dichlorosilyl)methyl]silane